4-methyl-3-oxo-3,4-dihydropyrazine-2-carboxylic acid methyl ester COC(=O)C1=NC=CN(C1=O)C